C1(CC1)N(C1=C(C(=NC=N1)NC[C@@H]1[C@H](CN(CC1)C(C(=O)N)CO)O)F)CC1=CC=C(C=C1)C(F)(F)F ((3R,4R)-4-(((6-(cyclopropyl(4-(trifluoromethyl)benzyl)amino)-5-fluoropyrimidin-4-yl)amino)methyl)-3-hydroxypiperidin-1-yl)-3-hydroxypropanamide